N-{[4-({3-[cyclopropyl(1,3-thiazol-5-ylmethyl)amino]propyl}amino)-3-nitrophenyl]sulfonyl}-2-(1H-pyrrolo[2,3-b]pyridin-5-yloxy)benzamide C1(CC1)N(CCCNC1=C(C=C(C=C1)S(=O)(=O)NC(C1=C(C=CC=C1)OC=1C=C2C(=NC1)NC=C2)=O)[N+](=O)[O-])CC2=CN=CS2